OC1=CC=C(C=C1)\C=C/C(=O)C1=C(C=C(C=C1OC)OC)OC (Z)-3-(4-Hydroxyphenyl)-1-(2,4,6-trimethoxyphenyl)prop-2-en-1-one